FC1(CCN(CC1)C1=NC(=CC(=N1)C=1C=NN(C1)C1=C(C=C(C=C1)NS(=O)(=O)CCO)N1CCC(CC1)(C)F)C)F N-(4-(4-(2-(4,4-difluoropiperidin-1-yl)-6-methylpyrimidin-4-yl)-1H-pyrazol-1-yl)-3-(4-Fluoro-4-methylpiperidin-1-yl)phenyl)-2-hydroxyethane-1-sulfonamide